C(CCCC)C1CCC2(SCC(O2)=O)CC1 8-amyl-1-oxa-4-thiaspiro[4.5]decan-2-one